CC1=NN(C=2C1=NC(=CC2NCC2=NNC=C2)C=2C(=NC=CC2)OCCC)C(CC)C 3-methyl-1-[1-methylpropyl]-5-(2-propoxy-3-pyridinyl)-N-(1H-pyrazol-3-ylmethyl)pyrazolo[4,3-b]pyridin-7-amine